(2S,4R)-allyl 4-(tert-butoxy)-1-(2-(3-methylisoxazol-5-yl)acetyl)pyrrolidine-2-carboxylate C(C)(C)(C)O[C@@H]1C[C@H](N(C1)C(CC1=CC(=NO1)C)=O)C(=O)OCC=C